octadecyl fluoride C(CCCCCCCCCCCCCCCCC)F